C(C1=CC=CC=C1)OC1=CC=C(C=C1)C1=NC2=C(N1)C=CC(=C2)NC(=O)NC=2C(=C1C=CC(OC1=CC2)(C)C)OC 1-(2-(4-(benzyloxy)phenyl)-1H-benzo[d]imidazol-5-yl)-3-(5-methoxy-2,2-dimethyl-2H-chromen-6-yl)urea